ClC=1C=C(C=CC1)C1(CC1)C=1NC(C=2CN(CCCC2N1)C(C(O)C=1C=C(C=CC1)C1=CC(=CC=C1)F)=O)=O 2-(1-(3-chlorophenyl)cyclopropyl)-6-(2-(3'-fluoro-[1,1'-biphenyl]-3-yl)-2-hydroxyacetyl)-3,5,6,7,8,9-hexahydro-4H-pyrimido[5,4-c]azepin-4-one